C1(CC1)CN(S(=O)(=O)CC)C1=CC(=C(C=C1)OC1=C(C=C(C=C1)F)F)C=1C2=C(C(N(C1)C)=O)NC=C2 N-(cyclopropylmethyl)-N-[4-(2,4-difluorophenoxy)-3-(6-methyl-7-oxo-6,7-dihydro-1H-pyrrolo[2,3-c]pyridin-4-yl)phenyl]ethanesulfonamide